NC1=CC=C(C=C1)NC(C1=CC=C(C(=O)NC2=CC=C(C=C2)C(NC2=CC=C(C=C2)N)=O)C=C1)=O N-(4-aminophenyl)-N'-(4-(4-aminophenyl)carbamoylphenyl)terephthalamide